1-((trans-3-(benzyloxy)cyclobutyl)methoxy)-2,3,4-trifluorobenzene C(C1=CC=CC=C1)O[C@@H]1C[C@H](C1)COC1=C(C(=C(C=C1)F)F)F